7β-hydroxycholestenone O[C@@H]1[C@H]2[C@@H]3CC[C@H]([C@@H](CCC(C(=C)C)=O)C)[C@]3(CC[C@@H]2[C@]2(CCCCC2C1)C)C